4-(2-((6-chloro-2-methylpyridin-3-yl)sulfonyl)-2-azaspiro[3.4]oct-6-yl)morpholine ClC1=CC=C(C(=N1)C)S(=O)(=O)N1CC2(C1)CC(CC2)N2CCOCC2